2-((2S,4R)-2-(((tert-butoxycarbonyl)amino)methyl)-5-chloro-6-fluoro-2-phenyl-2,3-dihydrobenzofuran-4-yl)-3-fluoro-4-methoxybenzoic acid C(C)(C)(C)OC(=O)NC[C@@]1(OC2=C(C1)C(=C(C(=C2)F)Cl)C2=C(C(=O)O)C=CC(=C2F)OC)C2=CC=CC=C2